N-((1S)-(2-((5,5-difluoro-2-oxopiperidin-3-yl)methyl)imidazo[1,2-b][1,2,4]triazin-6-yl)(4,4-difluorocyclohexyl)methyl)-1-ethyl-1H-pyrazole-5-carboxamide FC1(CC(C(NC1)=O)CC=1C=NC=2N(N1)C=C(N2)[C@@H](NC(=O)C2=CC=NN2CC)C2CCC(CC2)(F)F)F